Tert-Butyl 3-hydroxy-3-(pyridin-3-yl)azetidine-1-carboxylate OC1(CN(C1)C(=O)OC(C)(C)C)C=1C=NC=CC1